CC1=C(C=CC(=C1)S(N[C@H](C)C1CCN(CC1)C)(=O)=O)NC(C1=C(C=CC=C1)C(F)(F)F)=O (R)-N-(2-methyl-4-(N-(1-(1-methylpiperidin-4-yl)ethyl)sulfamoyl)phenyl)-2-(trifluoromethyl)benzamide